(S)-2-(3-cyclopropyl-1,7-dimethyl-4-oxo-1,4-dihydro-5H-pyrazolo[3,4-d]pyridazin-5-yl)-N-(1-(4-(trifluoromethoxy)phenyl)ethyl)acetamide Benzyl-N-[2-(2-hydroxyethoxy)ethyl]carbamate C(C1=CC=CC=C1)OC(NCCOCCO)=O.C1(CC1)C1=NN(C=2C(=NN(C(C21)=O)CC(=O)N[C@@H](C)C2=CC=C(C=C2)OC(F)(F)F)C)C